ClC1=C(C=CC=C1Cl)[C@@H]1N(OCC1)C1=CC(=NC=N1)NC=1C(=CC(=C(C1)NC(C=C)=O)N1CCN(CC1)C1COC1)OC N-(5-((6-((R)-3-(2,3-dichlorophenyl)isoxazolidine-2-yl)pyrimidine-4-yl)amino)-4-methoxy-2-(4-(oxetane-3-yl)piperazine-1-yl)phenyl)acrylamide